1,N1-diethylpropane-1,3-diamine C(C)C(CCN)NCC